NC(CC=1C=CC2=C(C=CO2)C1)C 5-(2-aminopropyl)-benzofuran